ClC1=CC=C2C(=N1)NC=C2S(=O)(=O)NC2=C(C=C(C=C2)S(F)(F)(F)(F)F)F 6-chloro-N-[2-fluoro-4-(pentafluoro-lambda6-sulfanyl)phenyl]-1H-pyrrolo[2,3-b]pyridine-3-sulfonamide